O=C1OC2=C(N1C(C1=CC=CC=C1)(C1=CC=CC=C1)C1=CC=CC=C1)C=CC=C2CCC 1-(2-oxo-3-trityl-2,3-dihydrobenzo[d]oxazol-7-yl)propane